C(C)(C)(C)OC(=O)N[C@H]1CN(CC1)C1=C(C=NC=2NC3=C(C=C(C=C3C21)F)N(C(OC(C)(C)C)=O)C)C=2C=NC=C(C2)C#N (R)-tert-Butyl N-[4-[3-(tert-butoxycarbonylamino)pyrrolidin-1-yl]-3-(5-cyano-3-pyridyl)-6-fluoro-9H-pyrido[2,3-b]indol-8-yl]-N-methyl-carbamate